N,N-dimethyl-N-ethyl-N-(4-methoxy-benzyl)ammonium 2-ethylhexanoate C(C)C(C(=O)[O-])CCCC.C[N+](CC1=CC=C(C=C1)OC)(CC)C